BrC1=C(C(=CC(=C1)Br)Br)C(CC=C)O (2,4,6-tribromophenyl)but-3-en-1-ol